CCC(CCCC(CCCCCCCCCCCCC)O)O eicosane-3,7-diol